BrC=1C=C2C(C(NC2=CC1)=O)=NN=C1SCC(N1C1=C(C=CC=C1C)C)=O 5-bromo-3-(2-(3-(2,6-dimethylphenyl)-4-oxothiazolidine-2-ylidene)hydrazono)-1H-indol-2-one